C(#N)C1=CC(=C(COC2=NC(=NC=C2)C23CCN(CC3C2)CC2=NC3=C(N2C[C@H]2OCC2)C=C(C=C3OC)C(=O)O)C=C1)OC 2-((6-(4-((4-cyano-2-methoxybenzyl)oxy)pyrimidin-2-yl)-3-azabicyclo[4.1.0]heptan-3-yl)methyl)-4-methoxy-1-(((S)-oxetan-2-yl)methyl)-1H-benzo[d]imidazole-6-carboxylic acid